10-(2-(3-bromophenyl)indolizin-3-yl)-10H-phenothiazine BrC=1C=C(C=CC1)C=1C=C2C=CC=CN2C1N1C2=CC=CC=C2SC=2C=CC=CC12